(2S,4R)-4-fluoro-N-[(S) or (R)-[3-fluoro-5-methyl-4-(propan-2-yl)phenyl](phenyl)methyl]-1-[2-(1H-1,2,3-triazol-5-yl)acetyl]pyrrolidine-2-carboxamide F[C@@H]1C[C@H](N(C1)C(CC1=CN=NN1)=O)C(=O)N[C@@H](C1=CC=CC=C1)C1=CC(=C(C(=C1)C)C(C)C)F |o1:17|